C(C1=CC=CC=C1)OC(=O)N1CC2=CC=CC=C2C[C@H]1CO (3S)-3-(hydroxymethyl)-3,4-dihydro-1H-isoquinoline-2-carboxylic acid benzyl ester